C1(CC1)NCC=1C=C(C=C2C(C3=C(CN4C(C5=C(C=C34)[C@@](C(OC5)=O)(O)CC)=O)OC12)=O)F (S)-10-((cyclopropylamino)methyl)-4-ethyl-8-fluoro-4-hydroxy-1,12-dihydro-3H,14H-chromeno[3,2-a]pyrano[3,4-f]indolizine-3,6,14(4H)-trione